methyl 2,6-dichloro-5-fluoro-4-iodonicotinate ClC1=C(C(=O)OC)C(=C(C(=N1)Cl)F)I